COC=1C=C2C(=NC(=NC2=CC1OCCCN1CCCC1)C=1NC(=CC1)C)NC1CS(CCC1)(=O)=O 3-((6-methoxy-2-(5-methyl-1H-pyrrol-2-yl)-7-(3-(pyrrolidin-1-yl)propoxy)quinazolin-4-yl)amino)tetrahydro-2H-thiopyran 1,1-dioxide